C1(CC1)COC1=CC=CC=2C3NC(N(C(OC21)(C3)C)C=3C=C(C(=O)NCCC2=CC=C(C=C2)C)C=CC3)=O 3-(10-(Cyclopropylmethoxy)-2-methyl-4-oxo-5,6-dihydro-2H-2,6-methanobenzo[g][1,3,5]oxadiazocin-3(4H)-yl)-N-(4-methylphenethyl)benzamid